F[C@@H]1[C@H]2CC[C@@H](C[C@@H]1OC1=CC=C(N=N1)C=1C=C3C=CC(=NC3=CC1O)C(=O)NC)N2 6-(6-(((1r,2r,3s,5s)-2-fluoro-8-azabicyclo[3.2.1]oct-3-yl)oxy)pyridazin-3-yl)-7-hydroxy-N-methylquinoline-2-carboxamide